(2-thioxo-[1,3]dioxolo[4,5-c]pyridin-6-yl)methyl acetate C(C)(=O)OCC1=CC2=C(C=N1)OC(O2)=S